1-(bromomethyl)-3-methoxy-5-(trifluoromethyl)benzene BrCC1=CC(=CC(=C1)C(F)(F)F)OC